N-(5-amino-3-fluoro-2-pyridyl)-N-tert-butoxycarbonyl-carbamic acid tert-butyl ester C(C)(C)(C)OC(N(C(=O)OC(C)(C)C)C1=NC=C(C=C1F)N)=O